NCC=1C=CC(=C(C1)C(=O)N[C@H](C)C1=CC(=NC2=CC=CC=C12)C1=CC(=CN1)C(=O)NC)C 5-{4-[(1R)-1-{[5-(aminomethyl)-2-methylphenyl]formamido}ethyl]quinolin-2-yl}-N-methyl-1H-pyrrole-3-carboxamide